NC1=C2C(=NC=N1)N(N=C2C2=CC(=C(C=C2)NC(=O)NC2=CC(=NO2)C2(CC2)C(F)(F)F)F)C2CC2 1-(4-(4-AMINO-1-CYCLOPROPYL-1H-PYRAZOLO[3,4-D]PYRIMIDIN-3-YL)-2-FLUOROPHENYL)-3-(3-(1-(TRIFLUOROMETHYL)CYCLOPROPYL)ISOXAZOL-5-YL)UREA